4-(dimethylamino)-N-(5-(3-(3,5-dimethylisoxazol-4-yl)-5-isobutyramidophenoxy)-2-methylphenyl)butanamide CN(CCCC(=O)NC1=C(C=CC(=C1)OC1=CC(=CC(=C1)NC(C(C)C)=O)C=1C(=NOC1C)C)C)C